6-chloro-4-(((1R,5R)-5-hydroxyadamantan-2-yl)amino)-1H-pyrazole ClC1C2(CC3C([C@H](CC1C3)C2)NC=2C=NNC2)O